3-[(2s,4r,5r)-5-[[bis(4-methoxyphenyl)-phenyl-methoxy]methyl]-4-hydroxy-tetrahydrofuran-2-yl]-1H-pyrimidine-2,4-dione COC1=CC=C(C=C1)C(OC[C@@H]1[C@@H](C[C@H](O1)N1C(NC=CC1=O)=O)O)(C1=CC=CC=C1)C1=CC=C(C=C1)OC